ClC1=CC=C(C=C1)[C@@H]1O[C@@H](C[C@@H](C1)NC(C)=O)C1=CC2=C(N(N=N2)C)C=C1 N-[(2R,4R,6S)-2-(4-chlorophenyl)-6-(1-methyl-1H-1,2,3-benzotriazol-5-yl)tetrahydro-2H-pyran-4-yl]acetamide